C1(CCCC1)N(C(=O)OCC1=C(C=NN1C1=CC=C(O[C@@H]2C[C@H](CCC2)C(=O)O)C=C1)C)C |r| (+/-)-(1S,3S)-3-(4-(5-(((cyclopentyl(methyl)carbamoyl)oxy)methyl)-4-methyl-1H-pyrazol-1-yl)phenoxy)cyclohexanoic acid